(S)-N-(3-(2-(((R)-3,3-difluorocyclopentyl)amino)-6-morpholinopyrimidin-4-yl)-4-methylphenyl)-3-(2,2,2-trifluoroethyl)pyrrolidine-1-carboxamide FC1(C[C@@H](CC1)NC1=NC(=CC(=N1)C=1C=C(C=CC1C)NC(=O)N1C[C@@H](CC1)CC(F)(F)F)N1CCOCC1)F